(α-amino-3-hydroxy-5-methyl-4-isoxazolepropionic acid) glutamate N[C@@H](CCC(=O)O)C(=O)O.NC(C(=O)O)CC=1C(=NOC1C)O